BrC1C2(CC3=CC=CC=C13)CCC(CC2)=O bromo-1',3'-dihydrospiro[cyclohexane-1,2'-indene]-4-one